4-[2-[4-[1-(3,4-difluorophenyl)-5-methyl-pyrazol-3-yl]piperazin-1-yl]ethyl]morpholine tert-butyl-4-[3-(2,4-dioxohexahydropyrimidin-1-yl)-1-methyl-indazol-7-yl]piperazine-1-carboxylate C(C)(C)(C)OC(=O)N1CCN(CC1)C=1C=CC=C2C(=NN(C12)C)N1C(NC(CC1)=O)=O.FC=1C=C(C=CC1F)N1N=C(C=C1C)N1CCN(CC1)CCN1CCOCC1